FC=1C(=CC(=C(C1)NC=1C=C(C2=C(N1)NC=C2C(F)(F)F)NC)OC)S(=O)(=O)N2CCC(CC2)N2CCOCC2 N6-(5-fluoro-2-methoxy-4-((4-morpholinopiperidin-1-yl)sulfonyl)phenyl)-N4-methyl-3-(trifluoromethyl)-1H-pyrrolo[2,3-b]pyridine-4,6-diamine